4-(4-(2-((2-(2,6-dioxopiperidin-3-yl)-1,3-dioxoisoindolin-4-yl)oxy)acetamido)butanamido)-N-(5-((5-(4-(2-oxopyrrolidin-1-yl)phenyl)pyridin-2-yl)amino)pyridin-3-yl)benzamide O=C1NC(CCC1N1C(C2=CC=CC(=C2C1=O)OCC(=O)NCCCC(=O)NC1=CC=C(C(=O)NC=2C=NC=C(C2)NC2=NC=C(C=C2)C2=CC=C(C=C2)N2C(CCC2)=O)C=C1)=O)=O